tert-butyl [(1r,4r)-4-(aminomethyl)cyclohexyl]carbamate NCC1CCC(CC1)NC(OC(C)(C)C)=O